1-((S)-1-(1H-imidazol-4-yl)ethyl)-4-((S)-3-methoxypyrrolidin-1-yl)-7-(trifluoromethyl)quinazolin-2(1H)-one N1C=NC(=C1)[C@H](C)N1C(N=C(C2=CC=C(C=C12)C(F)(F)F)N1C[C@H](CC1)OC)=O